COC(=O)C1=CC(=CN1C)S(=O)(=O)N1C=C(C=C1)C(=O)O 1-((5-(methoxycarbonyl)-1-methyl-1H-pyrrol-3-yl)sulfonyl)-1H-pyrrole-3-carboxylic acid